6-(4-Chlorophenyl)thiazolo[4,5-b]pyrazin-2-amine ClC1=CC=C(C=C1)C=1N=C2C(=NC1)N=C(S2)N